The molecule is a primary ammonium ion resulting from the protonation of the amino group of aldehydo-D-kanosamine(1+). It is a primary ammonium ion and an organic cation. It is a conjugate acid of an aldehydo-D-kanosamine. C([C@H]([C@H]([C@@H]([C@H](C=O)O)[NH3+])O)O)O